2,2'-(Bromomethylene)dipyridine BrC(C1=NC=CC=C1)C1=NC=CC=C1